5-(4-((1-(4-(4-chloro-1-(4-hydroxyphenyl)-2-phenylbut-1-en-1-yl)phenyl)piperidin-4-yl)methyl)-3,5-dimethylpiperazin-1-yl)-2-(2,6-dioxopiperidin-3-yl)-6-fluoroisoindoline ClCCC(=C(C1=CC=C(C=C1)O)C1=CC=C(C=C1)N1CCC(CC1)CN1C(CN(CC1C)C=1C=C2CN(CC2=CC1F)C1C(NC(CC1)=O)=O)C)C1=CC=CC=C1